1,4-phenylene bis(3-aminobenzoate) NC=1C=C(C(=O)OC2=CC=C(C=C2)OC(C2=CC(=CC=C2)N)=O)C=CC1